butyl-nonanoic acid C(CCC)C(C(=O)O)CCCCCCC